BrC1=CC=C(C=C1)NC1CN(C1)CCCF N-(4-bromophenyl)-1-(3-fluoropropyl)azetidin-3-amine